tert-butyl(1-(5-(4-(4-(2,6-difluorobenzyl)-5-oxo-4,5-dihydro-1H-1,2,4-triazol-1-yl)benzoyl)-4-methylthiazol-2-yl)-3-methylazetidin-3-yl)carbamate C(C)(C)(C)OC(NC1(CN(C1)C=1SC(=C(N1)C)C(C1=CC=C(C=C1)N1N=CN(C1=O)CC1=C(C=CC=C1F)F)=O)C)=O